C(C)(C)(C)OC(=O)N1CCN(CC1)CCCOC1=C(C=CC(=C1)OC)C=1C=C2C(=CC=NC2=CC1)C(=O)OC methyl 6-(2-(3-(4-(tert-butoxycarbonyl)piperazin-1-yl)propoxy)-4-methoxyphenyl)quinoline-4-carboxylate